OCC1(CCNCC1)C#N 4-(hydroxymethyl)hexahydropyridine-4-carbonitrile